IC1=CC=C(C=C1)CC 4-iodophenyl-ethane